CN(C(SC1=C(C=C(C=C1)C=O)OC)=O)C S-(4-formyl-2-methoxyphenyl) N,N-dimethylcarbamothioate